BrC1=CN(C(C2=C1N=C(N=C2)SC)=O)C2=C(C=C(C=C2Cl)C)Cl 8-bromo-6-(2,6-dichloro-4-methyl-phenyl)-2-methylsulfanyl-pyrido[4,3-d]pyrimidin-5-one